O1CCCC2=CC=CC(=C12)NC=1C=C(C=2N(N1)C(=CN2)C(=O)NC2CCN1C2=NC=C1)NC 6-(chroman-8-ylamino)-N-(6,7-dihydro-5H-pyrrolo[1,2-a]imidazol-7-yl)-8-(methylamino)imidazo[1,2-b]pyridazine-3-carboxamide